NC1=C(C=CC(=C1F)NCC1=CC=C(C=C1)C(F)(F)F)NC([C@@H]([C@@H](CCCCCCCCC)F)F)=O (2S,3R)-N-(2-Amino-3-fluoro-4-((4-(trifluoromethyl)benzyl)amino)phenyl)-2,3-difluorododecanamid